OC1(CN(CC1)C1=CC(N(N=C1)CC=1C(=NOC1C)C=1C=NC(=CC1)C)=O)C 5-(3-hydroxy-3-methylpyrrolidin-1-yl)-2-((5-methyl-3-(6-methylpyridin-3-yl)isoxazol-4-yl)methyl)pyridazin-3(2H)-one